CC1=NC=C(C=N1)C1CC=NN1C(=O)C12CC(C1)(C2)CN2N=CC1=CC(=CC=C21)C#N 1-((3-(5-(2-methylpyrimidin-5-yl)-4,5-dihydro-1H-pyrazole-1-carbonyl)-bicyclo[1.1.1]pentan-1-yl)methyl)-1H-indazole-5-carbonitrile